Cl.N[C@@H](CC(=O)O)CN1N=C(N=N1)C1=CC(=C(C=C1)OCCC1=NC=CC=N1)F (S)-3-amino-4-(5-(3-fluoro-4-(2-(pyrimidin-2-yl)ethoxy)phenyl)-2H-tetrazol-2-yl)butanoic acid hydrochloride